O=C1NC(CCC1N1C(C2=CC=CC(=C2C1=O)OCCC1CN(C1)C(=O)OCCCC)=O)=O butyl 3-(2-[[2-(2,6-dioxopiperidin-3-yl)-1,3-dioxoisoindol-4-yl]oxy]ethyl)azetidine-1-carboxylate